FC(S(=O)(=O)N[C@@H]1[C@@H](N(CC12CC2)C(=O)OC(C)(C)C)CC=2C(=C(C=CC2)C2=C(C=CC(=C2)F)F)F)F tert-butyl (6S,7S)-7-((difluoromethyl)sulfonamido)-6-((2,2',5'-trifluoro-[1,1'-biphenyl]-3-yl)methyl)-5-azaspiro[2.4]heptane-5-carboxylate